FC=1C(=NC(=NC1)N[C@@H]1CC[C@H](CC1)NC(C)=O)C1=CC(=CC=C1)N1C(OCCC1)=O trans-N-(4-((5-fluoro-4-(3-(2-oxo-1,3-oxazinan-3-yl)phenyl)pyrimidin-2-yl)amino)cyclohexyl)acetamide